ClC=1C(=NC(=NC1)C=1CCN(CC1)C1CN(CCC1)CCC(=O)N)N[C@H](C)C1=C(C=C(C=C1)Cl)Cl 3-(3-(4-(5-chloro-4-(((R)-1-(2,4-dichlorophenyl)ethyl)amino)-pyrimidin-2-yl)-3,6-dihydropyridin-1(2H)-yl)piperidin-1-yl)propanamide